CC(C(C=CCCCCCC)=O)=O undecenedione